FC=1C=C2C=C(NC2=CC1OCC1=NOC=C1)CNC(=O)N1CC(C1)C N-((5-fluoro-6-(isoxazol-3-ylmethoxy)-1H-indol-2-yl)methyl)-3-methylazetidine-1-carboxamide